N-[6-(5,6-difluoro-1H-indazol-3-yl)-2-methyl-pyridin-3-yl]-N-methylacetamide FC=1C=C2C(=NNC2=CC1F)C1=CC=C(C(=N1)C)N(C(C)=O)C